N1(CCCCC1)S(=O)(=O)C=1C=C2CCNC2=CC1 5-(1-piperidylsulfonyl)indoline